ClC1=C(C(=NC2=C(C=CC(=C12)Cl)Cl)S(=O)CC1=NOC(=C1)C)C(=O)NCCOC 4,5,8-Trichloro-N-(2-methoxyethyl)-2-(((5-methylisoxazol-3-yl)methyl)sulfinyl)quinoline-3-carboxamide